O1C[C@H](CC1)C1=NC2=CC=C(C=C2C=C1)C=C (R)-2-(tetrahydrofuran-3-yl)-6-vinylquinoline